CN(C=1C=CC2=C([Si](C3=C(C2=C)C=CC(=C3)N(C)C)(C)C)C1)C N3,N3,N7,N7,5,5-Hexamethyl-10-methylen-5,10-dihydrodibenzo[b,e]silin-3,7-diamin